N1C(=NC2=C1C=CC=C2)CNC2CN(CCC2)C=2N=NC(=CC2)C2=C(C=CC=C2)OC N-((1H-benzo[d]imidazol-2-yl)methyl)-1-(6-(2-methoxyphenyl)pyridazin-3-yl)piperidin-3-amine